N1C=NC=C1[C@@H](C)N1C(N=C(C2=CC=C(C=C12)C(F)(F)F)N(C)C(C)C)=O (R)-1-(1-(1H-imidazol-5-yl)ethyl)-4-(isopropyl(methyl)amino)-7-(trifluoromethyl)quinazolin-2(1H)-one